C(C1=CC=CC=C1)N1C(CNCC1)CF 1-Benzyl-2-(fluoromethyl)piperazine